C/C(/C(=O)OC)=C\C methyl (E)-2-methylbut-2-enoate